The molecule is a sulfonamide that is the N-4-toluenesulfonyl (N-tosyl) derivative of N-(2,1,3-benzothiadiazol-5-yl)quinoxaline-2,3-diamine. A selective PI3K inhibitor used in cancer treatment. It has a role as an EC 2.7.1.137 (phosphatidylinositol 3-kinase) inhibitor and an antineoplastic agent. It is a sulfonamide, a quinoxaline derivative, a benzothiadiazole and an aromatic amine. CC1=CC=C(C=C1)S(=O)(=O)NC2=NC3=CC=CC=C3N=C2NC4=CC5=NSN=C5C=C4